NC1=NC(=C2NC=NC2=N1)NCC1=C(C(=CC=C1)O)O 2-amino-6-(2,3-dihydroxybenzylamino)purine